trioctylmethylammonium 2-(methylthio)benzoate CSC1=C(C(=O)[O-])C=CC=C1.C(CCCCCCC)[N+](C)(CCCCCCCC)CCCCCCCC